sodium β-hydroxy-β-methylbutyric acid OC(CC(=O)O)(C)C.[Na]